6-fluorobenzo[d]thiazole-7-carboxylic acid FC1=C(C2=C(N=CS2)C=C1)C(=O)O